N5-(2-fluoro-4-(3-(trifluoromethyl)-5,6-dihydro-[1,2,4]triazolo[4,3-a]pyrazin-7(8H)-yl)benzyl)isoquinoline-1,5-diamine FC1=C(CNC=2C=3C=CN=C(C3C=CC2)N)C=CC(=C1)N1CC=2N(CC1)C(=NN2)C(F)(F)F